[biphenylyl-(dibenzofuranyl)](diphenyltriazinyl)terbenzene C1(=C(C=CC=C1)C1=C(C2=C(OC3=C2C=CC=C3)C=C1)C=1C(=C(C=CC1)C=1C(=CC=CC1)C1=CC=CC=C1)C1=NN=NC(=C1C1=CC=CC=C1)C1=CC=CC=C1)C1=CC=CC=C1